C(C)(=O)C=1C(=C2C=NN(C2=CC1NC(C1=C(C=CC(=C1)C#N)F)=O)C)F N-(5-acetyl-4-fluoro-1-methyl-1H-indazol-6-yl)-5-cyano-2-fluorobenzamide